N-(4-cyanopyridin-2-yl)-3-methoxybenzamid C(#N)C1=CC(=NC=C1)NC(C1=CC(=CC=C1)OC)=O